1,10-bis(3,4-dicarboxyphenyloxy)decane C(=O)(O)C=1C=C(C=CC1C(=O)O)OCCCCCCCCCCOC1=CC(=C(C=C1)C(=O)O)C(=O)O